CC=1C=C(C=CC1)C1=NC(=NC(=C1)C1=CC(=CC=C1)C)[Ir+]C1=NC(=CC(=N1)C1=CC(=CC=C1)C)C1=CC(=CC=C1)C bis[4,6-bis(3-methylphenyl)pyrimidyl]Iridium (III)